FC=1C(=NC=C(C1)F)C#N 3,5-difluoro-2-pyridinecarbonitrile